Tert-butyl 4-(4-bromo-5-methyl-1H-pyrazol-3-yl)-3,3-dimethylpiperazine-1-carboxylate BrC=1C(=NNC1C)N1C(CN(CC1)C(=O)OC(C)(C)C)(C)C